2-(2,6-dichlorophenyl)-5,6,7,8-tetrahydro-10H-oxazolo[5,4-D]pyrido[1,2-a]pyrimidine-10-one ClC1=C(C(=CC=C1)Cl)C=1OC=2N=C3N(C(C2N1)=O)CCCC3